[5,7-difluoro-2-(4-fluorophenyl)-1H-indol-3-yl]propan-1-amine FC=1C=C2C(=C(NC2=C(C1)F)C1=CC=C(C=C1)F)C(CC)N